C(C1=CC=CC=C1)(=O)C1=CC=C(C=C1)SC1=CC=C(C=C1)[SH2+] 4-(4-benzoylphenylthio)phenylsulfonium